ClC1=C(C=2C(=NON2)C=C1)S(=O)(=O)N1CCC2(CC(CO2)NC[C@@H](COC=2C=C(C=CC2)S(=O)(=O)NC)O)CC1 3-((2S)-3-(8-(5-chlorobenzo[c][1,2,5]oxadiazol-4-ylsulfonyl)-1-oxa-8-azaspiro[4.5]decan-3-ylamino)-2-hydroxypropoxy)-N-methylbenzenesulfonamide